[OH-].S(=O)(=O)([O-])[O-].[Cu+3] Copper sulfate hydroxide